C(C)OC(C(=C(CCC=C(C)C)C)C)=O methyl-3,7-dimethyl-2,6-octadienoic acid ethyl ester